t-butyl imidazoline-1-carboxylate N1(C=NCC1)C(=O)OC(C)(C)C